[Ru+2].C1(=CC=C(C=C1)C)C(C)C (p-cymene) ruthenium (II)